3-butyl-1-(4-vinylbenzyl)-1H-1,2,4-triazole C(CCC)C1=NN(C=N1)CC1=CC=C(C=C1)C=C